2-(pyrrolidin-1-ylsulfonyl)-7-(4-(trifluorometh-yl)phenoxy)-1,2,3,4-tetrahydroisoquinoline N1(CCCC1)S(=O)(=O)N1CC2=CC(=CC=C2CC1)OC1=CC=C(C=C1)C(F)(F)F